5-(4-chlorobenzyl)-2-(chloromethyl)-2-methyl-1-(1H-1,2,4-triazol-1-ylmethyl)cyclopentanol tert-butyl-2,2-dimethylpiperazine-1-carboxylate C(C)(C)(C)C1C(N(CCN1)C(=O)OC1(C(CCC1CC1=CC=C(C=C1)Cl)(C)CCl)CN1N=CN=C1)(C)C